ClC=1C(N(N=CC1N1[C@@H](CN(C(C1)=O)C(C)C1=C(C=C(C=C1)F)C(F)(F)F)C)C1OCCN1)=O 4-Chloro-5-[(2R)-4-[1-[4-fluoro-2-(trifluoromethyl)phenyl]ethyl]-2-methyl-5-oxopiperazin-1-yl]-2-(oxazolidin-2-yl)-2,3-dihydropyridazin-3-one